C1(=CC(=CC(=C1)CNCC=1NC2=CC=CC=C2C1)CNCC=1NC2=CC=CC=C2C1)C1=CC(=CC(=C1)CNCC=1NC2=CC=CC=C2C1)CNCC=1NC2=CC=CC=C2C1 1,1',1'',1'''-([1,1'-biphenyl]-3,3',5,5'-tetrayl)tetrakis(N-((1H-indol-2-yl)methyl)methanamine)